3-(4-chloro-6-(3,5-dimethylisoxazol-4-yl)-5-methylpyrimidin-2-yl)-4-(trifluoromethyl)phenol ClC1=NC(=NC(=C1C)C=1C(=NOC1C)C)C=1C=C(C=CC1C(F)(F)F)O